ethoxymethyl-Oxymethane C(C)OCOC